C(C1=CC=CC=C1)(C1=CC=CC=C1)N1CC2CCC(C1)N2CC=2C=C1CN(C(C1=CC2)=O)N2C(NC(CC2)=O)=O 1-(5-((3-Benzhydryl-3,8-diazabicyclo[3.2.1]octan-8-yl)methyl)-1-oxoisoindolin-2-yl)dihydropyrimidine-2,4(1H,3H)-dione